2-(3-(3-Ethoxy-3-oxopropyl)phenyl)-5-(1-(((2-hydroxyethyl)sulfonyl)methyl)cyclopropyl)-2-methylpentanoic acid C(C)OC(CCC=1C=C(C=CC1)C(C(=O)O)(CCCC1(CC1)CS(=O)(=O)CCO)C)=O